ClCC1=CC=CC=2OCOCC21 5-(chloromethyl)benzo[d][1,3]dioxane